perimidinobenzophenanthroline C1=C2C=C3C(=CC=C4CC=5C=CC=6C=CC=NC6C5N=C43)C4=NC=NC(C=C1)=C42